NC1=NN2C(C=C(C=C2)C=2C(=C(C(=O)NCC3(CC3)C([2H])(O)C3=CC=C(C=C3)F)C(=CC2)C([2H])([2H])[2H])F)=N1 3-(2-amino-[1,2,4]triazolo[1,5-a]pyridin-7-yl)-2-fluoro-N-((1-((4-fluorophenyl)(hydroxy)methyl-d)cyclopropyl)methyl)-6-(methyl-d3)benzamide